ClC1=NC=C(C(=C1)C1=C(C=NC(=C1)C)C(=O)NC=1SC=2C(=NC=CN2)N1)OC 2'-chloro-5'-methoxy-6-methyl-N-(thiazolo[4,5-b]pyrazin-2-yl)-[4,4'-bipyridine]-3-carboxamide